3-(2-amino-[1,2,4]triazolo[1,5-a]pyridin-7-yl)-6-(2-fluoro-5-(1-methyl-1H-pyrazol-4-yl)benzyl)-7,8-dihydro-1,6-naphthyridin-5(6H)-one NC1=NN2C(C=C(C=C2)C=2C=NC=3CCN(C(C3C2)=O)CC2=C(C=CC(=C2)C=2C=NN(C2)C)F)=N1